7-((2S,5R)-4-(bis(4-fluorophenyl)methyl)-2,5-dimethylpiperazin-1-yl)-5-chlorothieno[3,2-b]pyridine FC1=CC=C(C=C1)C(N1C[C@@H](N(C[C@H]1C)C1=C2C(=NC(=C1)Cl)C=CS2)C)C2=CC=C(C=C2)F